C(C)(C)(C)C1=CC=C(C[C@@H]2[C@@H]([C@H](OC2)C2=CC(=C(C(=C2)OC)OC)OC)COC(C(=CC)C)=O)C=C1 2-Methyl-2-butenoic acid-((2S,3R,4R)-4-(4-(tert-butyl)benzyl)-2-(3,4,5-trimethoxyphenyl)tetrahydrofuran-3-yl)methyl ester